N1N=CC2=CC(=CC=C12)C#CC1=NC(=NC=C1)C1=NC(=NC=C1)NCC=1C(=NC=CC1Cl)F 4-((1H-indazol-5-yl)ethynyl)-N-((4-chloro-2-fluoropyridin-3-yl)methyl)-[2,4'-bipyrimidine]-2'-amine